ClC1=C(C=CC=2C3=C(NC12)CCN(C3)C(C(=O)N)=O)Cl 2-(6,7-dichloro-1,3,4,5-tetrahydro-2H-pyrido[4,3-b]indol-2-yl)-2-oxoacetamide